((1R,3R,4S)-2-((S)-1-phenylethyl)-2-azabicyclo[2.2.1]hept-5-en-3-yl)methanol C1(=CC=CC=C1)[C@H](C)N1[C@H]2C=C[C@@H]([C@@H]1CO)C2